2-(4-(Benzyloxy)phenyl)-6-((tetrahydro-2H-pyran-2-yl)oxy)-3-(3-((tetrahydro-2H-pyran-2-yl)oxy)phenyl)chromen-4-one C(C1=CC=CC=C1)OC1=CC=C(C=C1)C=1OC2=CC=C(C=C2C(C1C1=CC(=CC=C1)OC1OCCCC1)=O)OC1OCCCC1